ClC1=C(C=CC(=C1)OC[C@@H](C)O)C1COCCCN1C(=O)OC(C)(C)C Tert-butyl 3-(2-chloro-4-((R)-2-hydroxypropoxy)phenyl)-1,4-oxazepane-4-carboxylate